ClC1=NN(C(=C1)C(F)(F)F)CC(=O)NC=1C=NC(=C(C1)F)N1C=NC(=C1)C1(NCCOC1)C 2-(3-chloro-5-(trifluoromethyl)-1H-pyrazol-1-yl)-N-(5-fluoro-6-(4-(3-methylmorpholin-3-yl)-1H-imidazol-1-yl)pyridin-3-yl)acetamide